(S)-3-((6-(2-(aminooxy)-3-(tert-butoxy)-3-oxopropoxy)-benzo[d]Thiazol-2-yl)amino)azetidine-1-carboxylic acid NO[C@@H](COC1=CC2=C(N=C(S2)NC2CN(C2)C(=O)O)C=C1)C(=O)OC(C)(C)C